3-[(3-chloro-2-methoxyphenyl)amino]-2-[6-(2,2-difluoroethoxy)-1,5-naphthyridin-4-yl]-1H,5H,6H,7H-pyrrolo[3,2-c]pyridin-4-one ClC=1C(=C(C=CC1)NC1=C(NC2=C1C(NCC2)=O)C2=CC=NC1=CC=C(N=C21)OCC(F)F)OC